(2S,4R)-4-((5-fluoropyridin-2-yl)oxy)pyrrolidine-2-carboxylic acid FC=1C=CC(=NC1)O[C@@H]1C[C@H](NC1)C(=O)O